methyl 4-(((3R)-1-((1-(4-(tert-butyloxycarbonyl)cyclohexa-2,4-dien-1-yl)piperidin-4-yl)methyl)pyrrolidin-3-yl)methoxy)benzoate C(C)(C)(C)OC(=O)C=1C=CC(CC1)N1CCC(CC1)CN1C[C@@H](CC1)COC1=CC=C(C(=O)OC)C=C1